N1CC(C1)C1(CNC=2N=NC(=CC21)C2=C(C=CC=C2)O)C 2-[5-(azetidin-3-yl)-5-methyl-6H,7H-pyrrolo[2,3-c]pyridazin-3-yl]phenol